1-hydroxy-3,3-dimethyl-1,3-dihydro-2,1-benzoxaborole-6-carboxamide OB1OC(C2=C1C=C(C=C2)C(=O)N)(C)C